ClC1=CC=C(C=C1)C1=C(C=C(C=C1)C(=O)OC)C(Br)Br methyl 4'-chloro-2-(dibromomethyl)[1,1'-biphenyl]-4-carboxylate